C(C)(C)(C)C1=CC2=C(SC=C2C2=C(C=CC=C2)B(O)O)C=C1 (2-(5-tert-butylbenzo[b]thiophen-3-yl)phenyl)boronic acid